2-[(1-{6-[(4-cyano-2-fluorophenoxy)methyl]-5-fluoropyridin-2-yl}-3-azabicyclo[3.1.0]hexan-3-yl)methyl]-1-{[(2S)-oxetan-2-yl]methyl}-1H-1,3-benzodiazole-6-carboxylic acid C(#N)C1=CC(=C(OCC2=C(C=CC(=N2)C23CN(CC3C2)CC2=NC3=C(N2C[C@H]2OCC2)C=C(C=C3)C(=O)O)F)C=C1)F